O[C@@H](C)C=1C=C(C(=O)N[C@@H]2COC3=C2C=CC(=C3)C3=NOC(=N3)COC)C=CC1 3-((S)-1-hydroxyethyl)-N-((S)-6-(5-(methoxymethyl)-1,2,4-oxadiazol-3-yl)-2,3-dihydrobenzofuran-3-yl)benzamide